(1R,2R)-N-[7-chloro-6-[4-((3R,4R)-4-fluoro-3-methyl-tetrahydrofuran-3-yl)piperazin-1-yl]-3-isoquinolinyl]-2-cyano-cyclobutanecarboxamide ClC1=C(C=C2C=C(N=CC2=C1)NC(=O)[C@H]1[C@@H](CC1)C#N)N1CCN(CC1)[C@@]1(COC[C@@H]1F)C